CC(COC(C1=CC(=C(C(=C1)O)O)O)=O)(COC(C1=CC(=C(C(=C1)O)O)O)=O)C [2,2-dimethyl-3-(3,4,5-trihydroxybenzoyl)oxy-propyl]3,4,5-trihydroxybenzoate